C(C)(=O)OCC(C)(C)NCC1=C(C(=C(C=C1OC)O)Cl)F 2-((3-chloro-2-fluoro-4-hydroxy-6-methoxybenzyl) amino)-2-methylpropyl acetate